(1R,4R)-N-((1,2,3,5,6,7-Hexahydro-s-indacen-4-yl)carbamoyl)-5-methyl-2,5-diazabicyclo[2.2.1]heptane-2-sulfonamide, potassium salt [K].C1CCC2=C(C=3CCCC3C=C12)NC(=O)NS(=O)(=O)N1[C@H]2CN([C@@H](C1)C2)C